ClC1=CC=C2C(=C(NC2=C1Cl)CN)C=1C=NN(C1)C1OCCCC1 [6,7-dichloro-3-(1-tetrahydropyran-2-ylpyrazol-4-yl)-1H-indol-2-yl]methanamine